CN(C=1SC(=C(N1)C1=CC=CC=C1)OC1=CC(=NC=C1)NC1=NC=C(C(=O)O)C=C1)C 6-((4-((2-(Dimethylamino)-4-phenylthiazol-5-yl)oxy)pyridin-2-yl)amino)nicotinic acid